N[C@@H](C)C(=O)O |r| D,L-Alanine